C(C=C)(=O)N1CC2(C1)OCCN(C2)CCN2C1=C(N(C([C@H](CC2)NC2=C(C#N)C(=CC(=N2)C)C(F)(F)F)=O)C)C=CC=C1 (S)-2-((6-(2-(2-Acryloyl-5-oxa-2,8-diazaspiro[3.5]nonan-8-yl)ethyl)-1-meth-yl-2-oxo-1,2,3,4,5,6-hexa-hydrobenzo[b][1,4]diazocin-3-yl)amino)-6-methyl-4-(trifluorometh-yl)nicotinonitrile